4-(3,8-diazabicyclo[3.2.1]octan-3-yl)-6-(6-methylpyridazin-4-yl)pyrrolo[1,2-b]pyridazine hydrochloride Cl.C12CN(CC(CC1)N2)C=2C=1N(N=CC2)C=C(C1)C1=CN=NC(=C1)C